2-(4-amino-4-(2-fluorophenyl)piperidin-1-yl)-5-(4-chloro-2-methyl-2H-indazole-5-yl)-7H-pyrrolo[2,3-d]pyrimidine-4-carbonitrile NC1(CCN(CC1)C=1N=C(C2=C(N1)NC=C2C2=C(C1=CN(N=C1C=C2)C)Cl)C#N)C2=C(C=CC=C2)F